COC1(CCCCC1)C(=O)O 1-Methoxycyclohexane-1-carboxylic acid